COC([C@H](NN1CCOCC1)CC1=CC=CC=C1)=O morpholino-D-phenylalanine methyl ester